C(C)(C)(C)OC(=O)N1C[C@H](CC1)C(C(=O)OC)CC1=CC(=CC=C1)N (3R)-3-[1-[(3-aminophenyl)methyl]-2-methoxy-2-oxoethyl]pyrrolidine-1-carboxylic acid tert-butyl ester